1-((5-(5-(difluoromethyl)-1,3,4-oxadiazole-2-yl)pyridine-2-yl)methyl)-3-(1-(oxetan-3-yl)piperidine-4-yl)-5-(pyridine-3-yl)-1,3-dihydro-2H-benzo[d]imidazole-2-one iron-Zinc [Zn].[Fe].FC(C1=NN=C(O1)C=1C=CC(=NC1)CN1C(N(C2=C1C=CC(=C2)C=2C=NC=CC2)C2CCN(CC2)C2COC2)=O)F